3-[5-[2-[4-(trifluoromethyl)anilino]phenyl]-1,3,4-oxadiazol-2-yl]-4H-1,2,4-oxadiazol-5-one FC(C1=CC=C(NC2=C(C=CC=C2)C2=NN=C(O2)C2=NOC(N2)=O)C=C1)(F)F